O=C1NC(CCC1N1C(C2=CC=C(C=C2C1=O)CN1CCC(=CC1)C=1C2=C(N=CN1)SC(=C2)C2=CC=CC=C2)=O)=O 2-(2,6-dioxopiperidin-3-yl)-5-((4-(6-phenylthieno[2,3-d]pyrimidin-4-yl)-3,6-dihydropyridine-1(2H)-yl)methyl)isoindoline-1,3-dione